7-chloro-3-(2,6-dichloro-3,5-dimethoxyphenyl)-1-(2-morpholinoethyl)-1,6-naphthyridin-2(1H)-one ClC1=NC=C2C=C(C(N(C2=C1)CCN1CCOCC1)=O)C1=C(C(=CC(=C1Cl)OC)OC)Cl